N-cyclopropyl-1-ethyl-5-oxo-N-(4-((4-(4-(trifluoromethyl)piperidin-1-yl)phenyl)amino)benzyl)pyrrolidine-3-carboxamide C1(CC1)N(C(=O)C1CN(C(C1)=O)CC)CC1=CC=C(C=C1)NC1=CC=C(C=C1)N1CCC(CC1)C(F)(F)F